6'-{[4-(2-phenylethyl)piperazin-1-yl]methyl}-2',3'-dihydrospiro[cyclohexane-1,1'-indene]-4-carboxylic acid C1(=CC=CC=C1)CCN1CCN(CC1)CC1=CC=C2CCC3(C2=C1)CCC(CC3)C(=O)O